C1(=CC=CC=C1)C1=NC2=CC(=NC=C2C=C1)CNC(OC(C)(C)C)=O tert-butyl ((2-phenyl-1,6-naphthyridin-7-yl)methyl)carbamate